2',3-dichloro-4-[(4-methoxyphenyl)methoxy]-5',6-dimethyl-[1,4'-bipyridin]-2-one ClC1=NC=C(C(=C1)N1C(C(=C(C=C1C)OCC1=CC=C(C=C1)OC)Cl)=O)C